4-((4-((3-bromo-2-hydroxy-4-((4-hydroxy-2-methoxy-6-methylbenzoyl)oxy)-5,6-dimethylbenzoyl)oxy)-3-fluoro-6-hydroxy-2,5-dimethylbenzoyl)oxy)-2,3,5,6-tetramethylbenzoic acid BrC=1C(=C(C(=O)OC2=C(C(=C(C(=O)OC3=C(C(=C(C(=O)O)C(=C3C)C)C)C)C(=C2C)O)C)F)C(=C(C1OC(C1=C(C=C(C=C1C)O)OC)=O)C)C)O